BrC1=CC(=C(C=C1)C1=CC=C(O1)CNCC1CCNCC1)Cl [5-(4-Bromo-2-Chlorophenyl)Furan-2-Yl]-N-[(Piperidin-4-Yl)Methyl]Methanamine